4,5-dichloro-N-(2-chloro-4-fluorophenyl)-1H-pyrazole-3-carboxamide ClC=1C(=NNC1Cl)C(=O)NC1=C(C=C(C=C1)F)Cl